O=C1N(CCC2(C1)C(NC(CCC2)=O)=O)C2=CC=C(C=N2)C(=O)OC(C)(C)C tert-Butyl 6-(4,7,9-trioxo-3,8-diazaspiro[5.6]dodecan-3-yl)pyridine-3-carboxylate